COC[C@@]1(C=C2C=CC(=CC2=C1)C)C |r| (+-)-2-((methoxy)methyl)-2,5-dimethyl-inden